4-((4-aminocyclohexyl)methyl)aniline NC1CCC(CC1)CC1=CC=C(N)C=C1